3-[4-amino-5-(trifluoromethyl)pyrrolo[2,1-f][1,2,4]triazin-7-yl]-N-[(3R,4S)-1-(3,3-difluorocyclopentane-carbonyl)-4-fluoropyrrolidin-3-yl]-4-fluorobenzamide NC1=NC=NN2C1=C(C=C2C=2C=C(C(=O)N[C@@H]1CN(C[C@@H]1F)C(=O)C1CC(CC1)(F)F)C=CC2F)C(F)(F)F